(2R,3R,4S,5S,6R)-2-(acetoxymethyl)-6-((3-((tert-butoxycarbonyl)(methyl)amino)propyl)thio)tetrahydro-2H-pyran-3,4,5-triyl triacetate C(C)(=O)O[C@@H]1[C@H](O[C@@H]([C@H]([C@H]1OC(C)=O)OC(C)=O)SCCCN(C)C(=O)OC(C)(C)C)COC(C)=O